(S)-6-(5-amino-5,7-dihydro-spiro[cyclopent[b]pyridin-6,4'-piperidin]-1'-yl)-3-((3-chloro-2-cyclopropylpyridin-4-yl)thio)-1H-pyrazolo[3,4-d]pyrimidine-4-carboxamide N[C@@H]1C=2C(=NC=CC2)CC12CCN(CC2)C2=NC(=C1C(=N2)NN=C1SC1=C(C(=NC=C1)C1CC1)Cl)C(=O)N